phenylsulfonium perfluorobutanesulfonate FC(C(C(C(F)(F)F)(F)F)(F)F)(S(=O)(=O)[O-])F.C1(=CC=CC=C1)[SH2+]